C(C)(C)(C)OC(=O)N([C@H](C(=O)O)CC=1C(=NC=C(C1)Cl)OC(C)C)C (S)-2-((tert-butoxycarbonyl)(methyl)amino)-3-(5-chloro-2-isopropoxypyridin-3-yl)propanoic acid